1-[2-[[3-[[2-[4-[4-ethoxy-6-[(4-methoxyphenyl)methoxy]-3-pyridyl]-2-fluoro-phenyl]acetyl]amino]-5-(trifluoromethyl)benzoyl]amino]ethyl]pyrrolidine-2-carboxamide C(C)OC1=C(C=NC(=C1)OCC1=CC=C(C=C1)OC)C1=CC(=C(C=C1)CC(=O)NC=1C=C(C(=O)NCCN2C(CCC2)C(=O)N)C=C(C1)C(F)(F)F)F